(S)-3-(((S)-3-butyl-2-methyl-7-(methylthio)-1,1-dioxido-5-phenyl-2,3,4,5-tetrahydro-1,2,5-benzothiadiazepin-8-yl)oxy)-2-methoxy-2-methylpropanoic acid C(CCC)[C@@H]1N(S(C2=C(N(C1)C1=CC=CC=C1)C=C(C(=C2)OC[C@](C(=O)O)(C)OC)SC)(=O)=O)C